Bis(diisopropylamino)(2-cyano-2-(3,7,11-trimethyl-dodecyl)ethoxy)phosphine C(C)(C)N(C(C)C)P(OCC(CCC(CCCC(CCCC(C)C)C)C)C#N)N(C(C)C)C(C)C